Piperazinyl-pyrazole N1(CCNCC1)C1=NNC=C1